C(CC)(=O)OC(=O)C1=CC=C(O)C=C1.[Na] sodium propoylparaben